ClC=1C(=NC(=NC1)N1N=CC(=C1)C(=O)OCC)NC1=CC2=C(N(C(N2CCC(C)(C)O)=O)C)C=C1 Ethyl 1-(5-chloro-4-((3-(3-hydroxy-3-methylbutyl)-1-methyl-2-oxo-2,3-dihydro-1H-benzo[d]imidazol-5-yl)amino)pyrimidin-2-yl)-1H-pyrazole-4-carboxylate